(2-(but-3-en-1-yloxy)-4-(methylsulfonyl)benzyl)-8-isopropyl-N-(4-methoxybenzyl)-2-(methylsulfonyl)pyrazolo[1,5-a][1,3,5]triazin-4-amine C(CC=C)OC1=C(CC2=NN3C(N=C(N=C3NCC3=CC=C(C=C3)OC)S(=O)(=O)C)=C2C(C)C)C=CC(=C1)S(=O)(=O)C